C(#C)C1=C2C(=CC(=CC2=CC=C1F)O)C1=CC=C2C(=NC(=NC2=C1F)OC[C@]12CCCN2C[C@@H](C1)F)N1CCNCC1 5-Ethynyl-6-fluoro-4-(8-fluoro-2-(((2R,7aS)-2-fluorotetrahydro-1H-pyrrolizin-7a(5H)-yl)methoxy)-4-(piperazin-1-yl)quinazolin-7-yl)naphthalen-2-ol